[Na].CN1N=NC2=C1C=CC=C2 methyl-1H-benzotriazole sodium salt